ClC1=C(C(=CC=2C3=C(C=NC12)CN(C3C(F)F)C(=O)OC(C)(C)C)OC)Cl tert-butyl 6,7-dichloro-1-(difluoromethyl)-8-methoxy-1,3-dihydro-2H-pyrrolo[3,4-c]quinoline-2-carboxylate